COC1=C(N)C=CC(=C1)N1CCC(CC1)N1CCN(CC1)C([2H])([2H])[2H] 2-methoxy-4-(4-(4-(methyl-d3)piperazin-1-yl)piperidin-1-yl)aniline